NC1=CC(=NO1)C1CCN(CC1)C(=O)C1=CC=C(C(=O)N(C)C)C=C1 4-(4-(5-aminoisoxazol-3-yl)piperidine-1-carbonyl)-N,N-dimethylbenzamide